tert-butyl (2R,3R)-3-[(7-chloro-8-fluoro-2-methylsulfonylpyrido[4,3-d]pyrimidin-4-yl)-methyl-amino]-2-methyl-pyrrolidine-1-carboxylate ClC1=C(C=2N=C(N=C(C2C=N1)N([C@H]1[C@H](N(CC1)C(=O)OC(C)(C)C)C)C)S(=O)(=O)C)F